3-(4-chlorophenyl)sulfonyl-4-hydroxy-N-(4-methylphenyl)-2-oxo-1H-quinoline-7-carboxamide ClC1=CC=C(C=C1)S(=O)(=O)C=1C(NC2=CC(=CC=C2C1O)C(=O)NC1=CC=C(C=C1)C)=O